NC1=C2C(=C3C(=N1)C=C(S3)C)N(C(=N2)CCCC)CCCCNC(OC(C)(C)C)=O tert-butyl (4-(4-amino-2-butyl-7-methyl-1H-imidazo[4,5-d]thieno[3,2-b]pyridin-1-yl)butyl)carbamate